2-(4-(2-((8-methoxy-[1,2,4]triazolo[1,5-a]pyridin-2-yl)amino)-2-oxoethyl)phenoxy)pyridine-3-carboxamide COC=1C=2N(C=CC1)N=C(N2)NC(CC2=CC=C(OC1=NC=CC=C1C(=O)N)C=C2)=O